C(C1=CC=CC=C1)(C1=CC=CC=C1)N1CCN(CC1)C1=C(C(N(C2=CC=C(N=C12)Br)C)=O)[N+](=O)[O-] 4-(4-benzhydryl-piperazin-1-yl)-6-bromo-1-methyl-3-nitro-1,5-naphthyridin-2(1H)-one